S(=O)(O)OS(=O)O.[Mg] magnesium dihydrogen disulfite